CN(CCNC(=O)C1=C(C=CC(=N1)C=1C(=NC=CC1)OCC)N1[C@@H](CN(CC1)C(=O)OC(C)(C)C)CC)C tert-butyl (3R)-4-(6-{[2-(dimethylamino)ethyl]carbamoyl}-2'-ethoxy-[2,3'-bipyridin]-5-yl)-3-ethylpiperazine-1-carboxylate